C(C)NC(=O)C1=CC(=NC(=C1)C=1N=NN(C1)C1=C(C=C(C(=O)O)C=C1)O)C=1N=NN(C1)C1=C(C=C(C(=O)O)C=C1)O 4,4'-((4-(ETHYLCARBAMOYL)PYRIDINE-2,6-DIYL)BIS(1H-1,2,3-TRIAZOLE-4,1-DIYL))BIS(3-HYDROXYBENZOIC ACID)